CC1=NC=NC(=C1C1=C(O[C@H]2CN(CCC2)C(=O)OC(C)(C)C)C=CC(=C1)[N+](=O)[O-])C Tert-butyl (3R)-3-[2-(4,6-dimethylpyrimidin-5-yl)-4-nitro-phenoxy]piperidine-1-carboxylate